S(=O)(=O)(O)C(=CC1=CC=CC=C1)C1=CC=C(C=C1)C1=CC=C(C=C1)C(=CC1=CC=CC=C1)S(=O)(=O)O 4,4'-bis-(sulfostyryl)-biphenyl